1-[3-[1,3-benzodioxol-5-yl(methyl)carbamoyl]phenyl]-N-(2-hydroxyethyl)-3,5-dimethyl-pyrazole-4-carboxamide O1COC2=C1C=CC(=C2)N(C(=O)C=2C=C(C=CC2)N2N=C(C(=C2C)C(=O)NCCO)C)C